1-(2,2-dimethyl-6-methylenecyclohexyl)pent-1-en-3-one vinyl-2-ethylhexanoate C(=C)OC(C(CCCC)CC)=O.CC1(C(C(CCC1)=C)C=CC(CC)=O)C